4-((4-Nitrophenoxy)methyl)piperidine-1-carboxylic acid tert-butyl ester C(C)(C)(C)OC(=O)N1CCC(CC1)COC1=CC=C(C=C1)[N+](=O)[O-]